CN(C=1SC2=C(N=NC=C2)N1)C1CC(C1)NC 6-{methyl[(1r,3r)-3-(methylamino)cyclobutyl]amino}[1,3]thiazolo[4,5-c]pyridazin